C1(CCC1)NC(CN1N=CC2=NC=C(C=C21)C2=CC(=C(C=C2)F)C(F)F)=O N-Cyclobutyl-2-[6-[3-(difluoromethyl)-4-fluoro-phenyl]pyrazolo[4,3-b]pyridin-1-yl]acetamide